N1(CCC1)[S@@](=O)(=N)C1=C(C(=O)NCC2=NC=C3C=CC(=NC3=C2)C2=NC(=CC=C2)N2C[C@@H](O[C@@H](C2)C)C)C=CC(=C1)C ((S)-azetidine-1-sulfonimidoyl)-N-((2-(6-((cis)-2,6-dimethylmorpholino)pyridin-2-yl)-1,6-naphthyridin-7-yl)methyl)-4-methylbenzamide